ClC(C(=O)OCC)CC1=C(C=C(C(=C1)N1N=C(N(C1=O)C(F)F)C)F)Cl ethyl 2-chloro-3-[2-chloro-5-[4-(difluoromethyl)-3-methyl-5-oxo-1,2,4-triazol-1-yl]-4-fluorophenyl]propanoate